C(CCCCCCC)(=O)OCCOC(CCCCCCC)=O ethylene glycol dioctanate